FC(OC1=C(C(=CC=C1)F)C1=C(C=NC(=C1)C)C(=O)NC=1SC(=NN1)OCC1=NC=C(N=C1)C=C)F 4-(2-(difluoromethoxy)-6-fluorophenyl)-N-(5-((5-ethenylpyrazin-2-yl)methoxy)-1,3,4-thiadiazol-2-yl)-6-methylpyridine-3-carboxamide